Cl.FC(C(CC(F)(F)F)N)(F)F 1,1,1,4,4,4-hexafluorobutan-2-amine hydrochloride